methoxyl-2H-1,2,3,4-tetrazol O(C)N1N=CN=N1